4-(2,4-dichlorophenyl)-5-methyl-2-(2-naphthylmethyl)imidazole ClC1=C(C=CC(=C1)Cl)C=1N=C(NC1C)CC1=CC2=CC=CC=C2C=C1